CN(C)CC1CCC(NC2=C1C=CC=C2)=O 5-[(Dimethylamino)methyl]-2,3,4,5-tetrahydro-1H-1-benzazepin-2-one